3-(6-isopropoxy-5-methylpyridin-3-yl)-6-(4-isopropoxyphenyl)imidazo[1,2-a]pyridine C(C)(C)OC1=C(C=C(C=N1)C1=CN=C2N1C=C(C=C2)C2=CC=C(C=C2)OC(C)C)C